C(CCCCCCC\C=C/CCCCCCCC)(=O)NCCS(=O)(=O)O Oleoyltaurine